4-fluoro-6-methylbenzoic acid FC1=CC=C(C(=O)O)C(=C1)C